4-(2,2-difluoroethoxy)-1-((1-(fluoromethyl)cyclopropyl)methyl)-1H-benzo[d]imidazole-6-carboxylic acid FC(COC1=CC(=CC=2N(C=NC21)CC2(CC2)CF)C(=O)O)F